C(C)(=O)N[C@H]1[C@@H](O[C@@H]([C@H]([C@@H]1O)O)CO)NC(C[C@H](N)C(=O)O)=O N(4)-(N-acetyl-beta-glucosaminyl)asparagin